CN(C)CC=1C=CC(=NC1)C=1C=NC(=NC1)NC1=CC(=CC=C1)C1=NC2=C(N1)C=C(C=C2)C(F)(F)F 5-(5-((dimethylamino)methyl)pyridin-2-yl)-N-(3-(6-(trifluoromethyl)-1H-benzo[d]imidazol-2-yl)phenyl)pyrimidin-2-amine